2-[(3R)-3-methyl-[1,4'-bipiperidin]-1'-yl]-N-(pyridin-4-ylmethyl)-1,3-thiazole-5-carboxamide C[C@H]1CN(CCC1)C1CCN(CC1)C=1SC(=CN1)C(=O)NCC1=CC=NC=C1